methyl 5-((4-bromo-6-fluoro-1H-indol-5-yl)oxy)pyridine-3-carbimidothioate BrC1=C2C=CNC2=CC(=C1OC=1C=C(C=NC1)C(=N)SC)F